C(CC#C)N(CC=CC(=O)O)C 4-(but-3-yn-1-yl(methyl)amino)but-2-enoic acid